Cl.C(C)S(=O)(=O)NC1C(NCC1)CC=1C=C(C=CC1)C1=C(C=CC=C1)OCCCC(=O)O 4-((3'-((3-(ethylsulfonamido)pyrrolidin-2-yl)methyl)-[1,1'-biphenyl]-2-yl)oxy)butanoic acid hydrochloride